3-ethylbenzofuran-6-carboxamide C(C)C1=COC2=C1C=CC(=C2)C(=O)N